CC1(CC2(CC(C2)(C2=NN=CN2C)C=2C=CC(=C(C2)NC(=O)C=2C(N(C=C(C2)CNCC(C)C)CC(F)(F)F)=O)F)C1)C N-(5-(6,6-dimethyl-2-(4-methyl-4H-1,2,4-triazol-3-yl)spiro[3.3]heptan-2-yl)-2-fluorophenyl)-5-((isobutylamino)methyl)-2-oxo-1-(2,2,2-trifluoroethyl)-1,2-dihydropyridine-3-carboxamide